C(C1=CC=CC=C1)(C1=CC=CC=C1)(C1=CC=CC=C1)N1C=NC(=C1)C1=C(\C=C/2\C(C3=CC=CC=C3C2)=O)C=CC=C1 (E)-2-(2-(1-trityl-1H-imidazol-4-yl)benzylidene)-2,3-dihydro-1H-inden-1-one